tert-butyl N-((2-(4-benzyl-2-(hydroxymethyl)piperazin-1-yl)pyrimidin-5-yl)methyl)-N-tert-butoxycarbonyl-carbamate C(C1=CC=CC=C1)N1CC(N(CC1)C1=NC=C(C=N1)CN(C(OC(C)(C)C)=O)C(=O)OC(C)(C)C)CO